FC(C(=O)O)(F)F.COC(C1=CC(=CC=C1)NC(=O)C=1C=NC2=CC=CC=C2C1)=O 3-(quinoline-3-carboxamido)benzoic acid methyl ester trifluoroacetate salt